C(#N)/C(/C(=O)O)=C/C1=CC=C(C=C1)C1(OC=2C=CC3=C(C2C=C1)C=CC(=C3)N(C3=CC=CC=C3)C3=CC=CC=C3)C3=CC=CC=C3 (Z)-2-cyano-3-(4-(8-(diphenylamino)-3-phenyl-3H-benzo[f]chromen-3-yl)phenyl)acrylic acid